C(C)(CC)OC(C)C isopropyl secondary butyl ether